N=1N=CN(C1)C1=CC(=C2C=NNC2=C1)NCCCNC(CCNCC1=CC(=C(C=C1)C1=C(C=CC=C1)CO)Cl)=O N-(3-((6-(4H-1,2,4-triazol-4-yl)-1H-indazol-4-yl)amino)propyl)-3-(((2-chloro-2'-(hydroxymethyl)-[1,1'-biphenyl]-4-yl)methyl)amino)propanamide